Methylaminoglutamate CNN[C@@H](CCC(=O)[O-])C(=O)[O-]